Isoamylstearic acid C(CC(C)C)C(C(=O)O)CCCCCCCCCCCCCCCC